B([O-])([O-])[O-].C(C)(C)(C)C=1C(=C(C(=C(C1)[P+](C1=CC=CC=C1)(C1=CC=CC=C1)C1=CC=CC=C1)C)C)C(C)(C)C.C(C)(C)(C)C=1C(=C(C(=C(C1)[P+](C1=CC=CC=C1)(C1=CC=CC=C1)C1=CC=CC=C1)C)C)C(C)(C)C.C(C)(C)(C)C=1C(=C(C(=C(C1)[P+](C1=CC=CC=C1)(C1=CC=CC=C1)C1=CC=CC=C1)C)C)C(C)(C)C di-t-butyldimethyl-tetraphenylphosphonium borate